(4-(3-amino-7-iodo-1H-pyrazolo[4,3-c]pyridin-4-yl)-3-fluorobenzyl)-5-fluoro-2-methoxybenzamide NC1=NNC2=C1C(=NC=C2I)C2=C(C=C(CC=1C(=C(C(=O)N)C=C(C1)F)OC)C=C2)F